FC1=CC2=C(N(C(N=C2N2[C@H](CN(CC2)C(C=C)=O)C)=O)C=2C(=NC=CC2C)C(C)C)N=C1C1=C(C(=CC=C1)O)F (M)-6-fluoro-7-(2-fluoro-3-hydroxyphenyl)-1-(4-methyl-2-(2-propanyl)-3-pyridinyl)-4-((2S)-2-methyl-4-(2-propenoyl)-1-piperazinyl)pyrido[2,3-d]pyrimidin-2(1H)-one